3-{5-[Methyl(2,2,6,6-tetramethylpiperidin-4-yl)amino][1,3]thiazolo[5,4-d][1,3]thiazol-2-yl}-6-(1H-pyrazol-4-yl)pyrimidin-4(3H)-on CN(C=1SC2=C(N1)SC(=N2)N2C=NC(=CC2=O)C=2C=NNC2)C2CC(NC(C2)(C)C)(C)C